FC1=C(N)C=CC=C1OC 2-Fluoro-3-methoxyaniline